C(C=C)(=O)NC1=CC=C(C(=O)NC=2C3=C(NN2)[C@H](N(C3)C(=O)N[C@H](CN(C)C)C3=CC=CC=C3)C(C)C)C=C1 (R)-3-(4-acrylamidobenzamido)-N-((S)-2-(dimethylamino)-1-phenylethyl)-6-isopropyl-4,6-dihydropyrrolo[3,4-c]pyrazole-5(1H)-carboxamide